N-(4-((7-methoxy-1-methyl-2-((1-methyl-2-oxo-5-(trifluoromethyl)-1,2-dihydropyridin-3-yl)amino)-1H-imidazo[4,5-b]pyridin-6-yl)oxy)pyridin-2-yl)acetamide COC1=C2C(=NC=C1OC1=CC(=NC=C1)NC(C)=O)N=C(N2C)NC=2C(N(C=C(C2)C(F)(F)F)C)=O